(S)-(tert-butyl 2-(2-(2-(4-(6-(2-(3-fluorophenyl) pyrrolidin-1-yl) imidazo[1,2-b]pyridazin-3-yl) pyridin-2-yl) piperazin-1-yl) ethoxy) ethyl) carbamate C(N)(OC[C@@H](OCCN1C(CNCC1)C1=NC=CC(=C1)C1=CN=C2N1N=C(C=C2)N2C(CCC2)C2=CC(=CC=C2)F)C(C)(C)C)=O